1-[1-(4-chloro-3-fluorophenyl)-3-methyl-1H-1,2,4-triazol-5-yl]methanamine ClC1=C(C=C(C=C1)N1N=C(N=C1CN)C)F